C(C1=CC=C(C(=O)[O-])C=C1)(=O)OC(C)C isopropyl terephthalate